2-(3,5-Dicyanophenyl)-2-(3,3-difluorocyclopentyl)-N-(3-(trifluoromethyl)isoxazol-5-yl)acetamide C(#N)C=1C=C(C=C(C1)C#N)C(C(=O)NC1=CC(=NO1)C(F)(F)F)C1CC(CC1)(F)F